COC1=CC=C(C(=N1)C)S(=O)(=O)N1CCC2(CC(C2)N2[C@H]3CO[C@@H](C2)C3)CC1 (1R,4R)-5-(7-((6-methoxy-2-methylpyridin-3-yl)sulfonyl)-7-azaspiro[3.5]non-2-yl)-2-oxa-5-azabicyclo[2.2.1]heptane